(2-morpholinoethyl)-L-serine O1CCN(CC1)CCN[C@@H](CO)C(=O)O